4,5-dihydroxy-2-imidazolidinone OC1NC(NC1O)=O